5-((5-chloro-6-(2-chloroethoxy)-7-cyano-1,2,3,4-tetrahydronaphthalen-1-yl)amino)-1H-indazole ClC1=C2CCCC(C2=CC(=C1OCCCl)C#N)NC=1C=C2C=NNC2=CC1